1-decene oxide C1C(CCCCCCCC)O1